3,4-bis(di-n-propylphosphino)-2-methylthiophene C(CC)P(C1=C(SC=C1P(CCC)CCC)C)CCC